3,5-dichloro-4-[[3-(2-chloro-4-pyridyl)-4-methoxy-phenyl]methyl]phenol ClC=1C=C(C=C(C1CC1=CC(=C(C=C1)OC)C1=CC(=NC=C1)Cl)Cl)O